C(C)(C)C1=C(NC2=C1N=C(N=C2)C2CCN(CC2)CC(C)(O)C)C=2C=C(C=1N(C2)N=CN1)C 1-(4-(7-isopropyl-6-(8-methyl-[1,2,4]triazolo[1,5-a]pyridin-6-yl)-5H-pyrrolo[3,2-d]pyrimidin-2-yl)piperidin-1-yl)-2-methylpropan-2-ol